C1(CC1)C1=C(N=NC(=C1)NC1CNCCC1)C1=C(C=C(C=C1)C#C)O 2-(4-cyclopropyl-6-(piperidin-3-ylamino)pyridazin-3-yl)-5-ethynylphenol